((2-Boc-2-(6-methoxy-2-naphthyl)hydrazino)methyl)-N-isopropylbenzamide C(=O)(OC(C)(C)C)N(NCC1=C(C(=O)NC(C)C)C=CC=C1)C1=CC2=CC=C(C=C2C=C1)OC